CCN=C=NCCCN(C)C.Cl N-ethyl-N'-(3-dimethylaminopropyl)carbodiimide hydrochloride